1h-pyrido[3,4-b]indole-1-carboxylic acid C1(N=CC=C2C1=NC1=CC=CC=C21)C(=O)O